5-[(1R)-1-(2-Chloro-4-fluoro-phenyl)ethoxy]-7-[5-methyl-1-(4-piperidyl)triazol-4-yl]imidazo[1,2-a]pyridine-3-carbonitrile HCl Cl.ClC1=C(C=CC(=C1)F)[C@@H](C)OC1=CC(=CC=2N1C(=CN2)C#N)C=2N=NN(C2C)C2CCNCC2